Dicumyl(2,3-Dimethyl-2,3-diphenylbutan) C(C)(C)(C1=CC=CC=C1)C(C(C(C)(C1=CC=CC=C1)C)(C1=CC=CC=C1)C)C(C)(C)C1=CC=CC=C1